N-(bis(4-hydroxyphenyl)methyl)-2-oxo-6-(trifluoromethyl)-1,2-dihydropyridine-3-carboxamide OC1=CC=C(C=C1)C(NC(=O)C=1C(NC(=CC1)C(F)(F)F)=O)C1=CC=C(C=C1)O